COC1=CC=C(C=C1)CON=C(C)C1=CC=C(OCC(=O)OC)C=C1 methyl 2-(4-{N-[(4-methoxy phenyl)methoxy]ethanimidoyl}phenoxy)acetate